5-Fluoro-N-[3-[[1-[2-[methyl-[2-(4-methylphenoxy)ethyl]amino]-2-oxo-ethyl]pyrazol-4-yl]amino]-3-oxo-propyl]pyrimidine FC=1C=NCN(C1)CCC(=O)NC=1C=NN(C1)CC(=O)N(CCOC1=CC=C(C=C1)C)C